1-tert-Butyl 2-methyl (2S,4R)-4-[(4-methylbenzenesulfonyl)oxy]pyrrolidine-1,2-dicarboxylate CC1=CC=C(C=C1)S(=O)(=O)O[C@@H]1C[C@H](N(C1)C(=O)OC(C)(C)C)C(=O)OC